2-(hydroxymethyl)-6-methyl-1-oxo-1,2-dihydrobenzo[b][1,6]naphthyridine-4-carboxylic acid methyl ester COC(=O)C1=CN(C(C=2C=C3C(=NC12)C(=CC=C3)C)=O)CO